2-methyl-4-(methylamino)-2-butanol CC(C)(CCNC)O